Benzyl N2-((S)-2-((tert-butoxycarbonyl)amino)-3-(4-((diethoxyphosphoryl)difluoromethyl)phenyl) propanoyl)-N6-(4-ethylbenzoyl)-L-lysinate C(C)(C)(C)OC(=O)N[C@H](C(=O)N[C@@H](CCCCNC(C1=CC=C(C=C1)CC)=O)C(=O)OCC1=CC=CC=C1)CC1=CC=C(C=C1)C(F)(F)P(=O)(OCC)OCC